Tert-butyl N-[(3R,6S)-6-[4-[3-[1-(2,6-dioxo-3-piperidyl)-3-methyl-2-oxo-benzimidazol-5-yl]propyl]piperazine-1-carbonyl]tetrahydropyran-3-yl]carbamate O=C1NC(CCC1N1C(N(C2=C1C=CC(=C2)CCCN2CCN(CC2)C(=O)[C@@H]2CC[C@H](CO2)NC(OC(C)(C)C)=O)C)=O)=O